FC1(CN(C1)C=1C=C2C(=CN(C(C2=CN1)=O)C)C1=CC(=C(C(=C1)OC)[C@@H]1CN(CC1)C1=CC=C2CN(C(C2=C1)=O)[C@H]1C(NC(CC1)=O)=O)F)F (3R)-3-{6-[(3R)-3-{4-[6-(3,3-difluoroazetidin-1-yl)-2-methyl-1-oxo-2,7-naphthyridin-4-yl]-2-fluoro-6-methoxyphenyl}pyrrolidin-1-yl]-1-oxo-3H-isoindol-2-yl}piperidine-2,6-dione